(cyclobutadienyl)(cyclopentadienyl)cobalt C1(=CC=C1)[Co]C1C=CC=C1